NC1=NC(=CC(=N1)O)CCC 2-amino-4-hydroxy-6-propyl-pyrimidine